N1=C(N=C(C=C1)N1C(C2=CC(=C(C=C2C1C1=CC=CC=C1)OC)OC)=O)C1=NC=CC=N1 2-([2,2'-bipyrimidin]-4-yl)-5,6-dimethoxy-3-phenylisoindolin-1-one